4-cyclopropyl-N-[3-[(1R)-1-methyl-2-(4-methyl-1,2,4-triazol-3-yl)ethyl]phenyl]-1H-benzimidazole-2-carboxamide C1(CC1)C1=CC=CC=2NC(=NC21)C(=O)NC2=CC(=CC=C2)[C@@H](CC2=NN=CN2C)C